rac-(3R,4S)-3-{[(benzyloxy)carbonyl]amino}-1-{2-[1-(cyclopropylmethyl)-1H-pyrrolo[2,3-b]pyridin-2-yl]-7-methoxy-1-methyl-1H-1,3-benzodiazole-5-carbonyl}piperidin-4-yl benzoate C(C1=CC=CC=C1)(=O)O[C@@H]1[C@@H](CN(CC1)C(=O)C1=CC2=C(N(C(=N2)C2=CC=3C(=NC=CC3)N2CC2CC2)C)C(=C1)OC)NC(=O)OCC1=CC=CC=C1 |r|